benzothiazole-2(3H)-thione S1C(NC2=C1C=CC=C2)=S